N1(CCCCCC1)C=1C=C(C=CC1C(=O)N1CCN(CC1)CCC)NC(=S)NC(=O)C1CC1 1-[3-(azepan-1-yl)-4-(4-propylpiperazine-1-carbonyl)phenyl]-3-cyclopropanecarbonylthiourea